COC=1C=C2C(=CC(=NC2=CC1)N(C)C1=CC=C(C=C1)[N+](=O)[O-])C(F)(F)F 6-methoxy-N-(4-nitrophenyl)-N-methyl-4-trifluoromethylquinolin-2-amine